C(C1=CC=CC=C1)N1N=C(C=C1C(=O)N[C@H](C(=O)NC)CC1=CC(=CC=C1)Br)C1=CC=C(C=C1)Cl (S)-1-benzyl-N-(3-(3-bromophenyl)-1-(methylamino)-1-oxopropan-2-yl)-3-(4-chlorophenyl)-1H-pyrazole-5-carboxamide